6-bromo-5-(2-chlorophenyl)-2,3-dihydro[1,3]thiazolo[4,5-b]pyridine BrC=1C=C2C(=NC1C1=C(C=CC=C1)Cl)NCS2